chloro-N-(3-chloro-4-methoxyphenyl)-N-(3,4-dimethoxyphenyl)acetamide ClCC(=O)N(C1=CC(=C(C=C1)OC)OC)C1=CC(=C(C=C1)OC)Cl